Cl.CNCC[C@H](C1=CC=CC=C1)OC1=C(C=CC=C1)C (R)-N-methyl-3-(2-methylphenoxy)-3-phenyl-1-propanamine hydrochloride